8-chlorotheophylline ClC1=NC=2N(C(N(C)C(C2N1)=O)=O)C